N-cyclohexyl-N-ethyl-3-{2-[4-(2,2,2-trifluoroethoxy)phenyl]-1H-benzimidazol-1-yl}propanamide C1(CCCCC1)N(C(CCN1C(=NC2=C1C=CC=C2)C2=CC=C(C=C2)OCC(F)(F)F)=O)CC